2,4-diethyl-N,N-Dimethyloctylamine C(C)C(CN(C)C)CC(CCCC)CC